C1(=CC=CC=C1)C=CC(C=CC1=CC=CC=C1)=O 1,5-Diphenylpentan-1,4-dien-3-one